phenyl bis(trimethylsilyl) phosphate P(=O)(OC1=CC=CC=C1)(O[Si](C)(C)C)O[Si](C)(C)C